Amino-phenoxide NC1=C([O-])C=CC=C1